CC1(COC2=C(O1)C=CC=C2N2CCNCC2)C 2,2-Dimethyl-5-(piperazin-1-yl)-2,3-dihydro-1,4-benzodioxine